C(CCCCO)CCC[C@@H]1[C@@H](O1)CCCCCCCC(=O)O The molecule is a 9,10-epoxy-18-hydroxyoctadecanoic acid in which the chiral centres at positions 9 and 10 have S- and R-configuration respectively. It is a conjugate acid of a (9S,10R)-9,10-epoxy-18-hydroxyoctadecanoate. It is an enantiomer of a (9R,10S)-9,10-epoxy-18-hydroxyoctadecanoic acid.